CC(CN1CCOCC1)(C)N 2-methyl-2-aminopropylmorpholine